ClC=1C(=NC=C(C1)OC)C#CC1=C2C=C(N=CC2=C(N=C1)NC)NC(=O)C1CC1 N-(5-((3-chloro-5-methoxypyridin-2-yl)ethynyl)-8-(methylamino)-2,7-naphthyridin-3-yl)cyclopropanecarboxamide